C(C)(C)C1SSC=C1 isopropyldithiol